NC(C(=O)O)CCC1=CC=C(C=C1)[N+](=O)[O-] amino-4-(4-nitrophenyl)-butyric acid